2-(3,3-difluoropyrrolidin-1-yl)-5-methoxypyrimidin-4-amine FC1(CN(CC1)C1=NC=C(C(=N1)N)OC)F